1-[5-(2-cyclopropylpyridin-4-yl)-1H-pyrazole-3-carbonyl]-N-(4-methylcyclohexyl)piperidine-4-carboxamide ethyl-1-{3-[difluoro(phenyl)methoxy]pyridin-2-yl}-1H-pyrazole-4-carboxylate C(C)OC(=O)C=1C=NN(C1)C1=NC=CC=C1OC(C1=CC=CC=C1)(F)F.C1(CC1)C1=NC=CC(=C1)C1=CC(=NN1)C(=O)N1CCC(CC1)C(=O)NC1CCC(CC1)C